(3S)-N-[2-[6-[[5-(4-fluorophenyl)thiazol-2-yl]amino]imidazo[4,5-c]pyridin-1-yl]ethyl]-4-prop-2-enoyl-morpholine-3-carboxamide FC1=CC=C(C=C1)C1=CN=C(S1)NC1=CC2=C(C=N1)N=CN2CCNC(=O)[C@H]2N(CCOC2)C(C=C)=O